CN(C1=CC=C(C=C1)C1=NOC(=N1)C=1C=C2C(CC(OC2=CC1)(CC)CC)=O)C 6-(3-(4-(dimethylamino)phenyl)-1,2,4-oxadiazol-5-yl)-2,2-diethylchroman-4-one